C(C1=CC=CC=C1)(=O)N1CC=2C(N=C3N(C2CC1)CCN3CC3=C(C=CC=C3)C)=O 7-benzoyl-3-(2-methylbenzyl)-2,3,6,7,8,9-hexahydroimidazo[1,2-a]pyrido[3,4-e]pyrimidin-5(1H)-one